4-(N-(2-pyridyl)-3-indolyl)-2-benzopyrone N1=C(C=CC=C1)N1C=C(C2=CC=CC=C12)C1=CC(OC2=C1C=CC=C2)=O